4-nitro-phenyl-2-bromopropanoate [N+](=O)([O-])C1=CC=C(C=C1)OC(C(C)Br)=O